1-((2R,3R,4S,5R)-3,4-dihydroxy-5-(hydroxymethyl)tetrahydrofuran-2-yl)-3-((tetradecyloxy)carbonyl)pyridin-1-ium O[C@H]1[C@@H](O[C@@H]([C@H]1O)CO)[N+]1=CC(=CC=C1)C(=O)OCCCCCCCCCCCCCC